2,2-bis(4-(3,4-dihydroxyphenoxy)phenyl)propane OC=1C=C(OC2=CC=C(C=C2)C(C)(C)C2=CC=C(C=C2)OC2=CC(=C(C=C2)O)O)C=CC1O